CC1CCC=2C(=NC=C(C21)C#N)C=2N=CN(C(C2)=O)C 5-methyl-1-(1-methyl-6-oxopyrimidin-4-yl)-6,7-dihydro-5H-cyclopenta[1,2-c]pyridine-4-carbonitrile